[(3-methylacryloylamino)-propyl]trimethylammonium chloride [Cl-].CC=CC(=O)NCCC[N+](C)(C)C